TRIFLUOROACETALDEHYDE FC(C=O)(F)F